CN1C(=NC2=C(C=C(C=C2C1=O)C)C(C)NC1=C(C(=O)OC)C=CC=C1)S(=O)(=O)C methyl 2-[1-(3,6-dimethyl-2-methylsulfonyl-4-oxoquinazolin-8-yl)ethyl-amino]benzoate